NCCC[Si](OCCOC)(OCCOC)OCCOC 3-aminopropyltris(methoxyethoxy)silane